trans-N-[4-[2-[4-(2,3-dichlorophenyl)piperazin-1-yl]ethyl]cyclohexyl]-morpholine-4-carboxamide hydrochloride Cl.ClC1=C(C=CC=C1Cl)N1CCN(CC1)CC[C@@H]1CC[C@H](CC1)NC(=O)N1CCOCC1